2-hexyloxythioxanthone C(CCCCC)OC1=CC=2C(C3=CC=CC=C3SC2C=C1)=O